FC(C(C(C(F)(F)F)(F)F)(F)F)(C(=O)[O-])F.C(C)(C)(C)C1=CC=C(C=C1)[S+](C1=CC=C(C=C1)C(C)(C)C)C1=CC=C(C=C1)C(C)(C)C.C(C)(C)(C)C1=CC=C(C=C1)[S+](C1=CC=C(C=C1)C(C)(C)C)C1=CC=C(C=C1)C(C)(C)C.FC(C(C(C(F)(F)F)(F)F)(F)F)(C(=O)[O-])F bis(tris(4-t-butyl-phenyl)sulfonium) perfluorobutane-1-carboxylate